FC=1C=C2C(NC=3C(CC[C@H](C3C2=CC1F)N(C(=O)C=1NC2=CC(=C(C=C2C1)F)F)C)O)=O N-((1R)-8,9-difluoro-4-hydroxy-6-oxo-1,2,3,4,5,6-hexahydrophenanthridin-1-yl)-5,6-difluoro-N-methyl-1H-indole-2-carboxamide